ClCC=1C=CC2=C(N=C(O2)NC=2OC3=C(N2)C=C(C=C3)F)C1 N-[5-(chloromethyl)-1,3-benzoxazol-2-yl]-5-fluoro-1,3-benzoxazol-2-amine